NC=1N(C2=NC=C(C=3CNC(C1C23)=O)C)C2=C(C(=CC=C2C)OC)C 3-amino-2-(3-methoxy-2,6-dimethylphenyl)-9-methyl-2,6,11-triazatricyclo[6.3.1.0{4,12}]dodeca-1(11),3,8(12),9-tetraen-5-one